1-(5-((3-(6-aminopyrimidin-4-yl)pyrazin-2-yl)amino)-4-methylpyridin-2-yl)propan-1-one NC1=CC(=NC=N1)C=1C(=NC=CN1)NC=1C(=CC(=NC1)C(CC)=O)C